ethyl-4-bromo-3-(1-methyl-1H-pyrazol-3-yl)-1H-pyrrole-2-carboxylic acid ethyl ester C(C)OC(=O)C=1N(C=C(C1C1=NN(C=C1)C)Br)CC